C(C)N(CCNC(=O)C1=CC(=NC2=CC=CC=C12)Cl)CC N-(2-(diethyl)aminoethyl)-2-chloro-4-quinolinecarboxamide